CN1CCN(CC1)C(=O)O[C@@H]1CC[C@H](CC1)C(N(C[C@@H]1CC[C@H](CC1)C1=NC(=C(C=C1)OC)C)C1=NC=CC(=C1)C=1C=NN(C1)C(C)C)=O trans-4-((4-(1-Isopropyl-1H-pyrazol-4-yl)pyridin-2-yl)((trans-4-(5-methoxy-6-methylpyridin-2-yl)cyclohexyl)methyl)carbamoyl)cyclohexyl 4-methylpiperazine-1-carboxylate